tert-butyl (3R)-3-(3-chloro-4-cyclopropyl-5,6-dihydropyrrolo[2,3-c]pyridazin-7-yl)piperidine-1-carboxylate ClC1=C(C2=C(N=N1)N(CC2)[C@H]2CN(CCC2)C(=O)OC(C)(C)C)C2CC2